2-(6-Oxo-2-phenyl-5-(4,5,6,7-tetrahydrobenzo[d]thiazol-2-yl)pyrimidin-1(6H)-yl)acetic acid O=C1C(=CN=C(N1CC(=O)O)C1=CC=CC=C1)C=1SC2=C(N1)CCCC2